BrC=1C=C(C(=O)OCC[Si](C)(C)C)C=C(C1OC)C(C(=O)OC(C)(C)C)Br 2-(trimethylsilyl)ethyl 3-bromo-5-(1-bromo-2-(tert-butoxy)-2-oxoethyl)-4-methoxybenzoate